BrC1=CC(=C(C(=C1)F)CN)F (4-bromo-2,6-Difluorophenyl)methanamine